N-{2-[4-amino-3-(methoxymethyl)-3-methylpyrrolidin-1-yl]-5,6,7,8-tetrahydroquinolin-6-yl}-5-chloro-7-ethyl-7H-pyrrolo[2,3-c]pyridazine-3-carboxamide NC1C(CN(C1)C1=NC=2CCC(CC2C=C1)NC(=O)C1=CC2=C(N=N1)N(C=C2Cl)CC)(C)COC